2-dodecyltetradecyl 8-((4-(dimethylamino)butanoyl)oxy)pentadecanoate heptadecan-9-yl-9-((4-(dimethylamino)butanoyl)oxy)hexadecanoate t-Butylacrylat C(C)(C)(C)OC(C=C)=O.CCCCCCCCC(CCCCCCCC)OC(CCCCCCCC(CCCCCCC)OC(CCCN(C)C)=O)=O.CN(CCCC(=O)OC(CCCCCCC(=O)OCC(CCCCCCCCCCCC)CCCCCCCCCCCC)CCCCCCC)C